N-(4-((3-chloro-4-(pyridin-2-ylmethoxy)phenyl)amino)-3-cyano-7-ethoxyquinolin-6-yl)-2-(difluoromethyl)-3,4,5,6-tetrafluorobenzenesulfonimidamide ClC=1C=C(C=CC1OCC1=NC=CC=C1)NC1=C(C=NC2=CC(=C(C=C12)NS(=O)(=N)C1=C(C(=C(C(=C1F)F)F)F)C(F)F)OCC)C#N